[Cl].[Br].[Pb].[Cs] cesium lead bromine chlorine